N1=CN=C(C2=C1NC=C2)C=2C=NN(C2)C2(CC1(C2)CN(CC1)S(=O)(=O)CC)CC#N 2-(2-(4-(7H-pyrrolo[2,3-d]pyrimidin-4-yl)-1H-pyrazol-1-yl)-6-(ethylsulfonyl)-6-aza-spiro[3.4]oct-2-yl)acetonitrile